O1NC(C(C2=C1C=CC=C2)[2H])=O benzoxazinone-d